C(C)N1C2=C([C@@H]([C@@H](C1=O)NC(=O)C=1C=C3C=CN(C3=CC1)C)C1=CC=C(C=C1)F)C(=NN2C2=CC=CC=C2)C N-[(4S,5S)-7-ethyl-4-(4-fluorophenyl)-3-methyl-6-oxo-1-phenyl-1H,4H,5H,6H,7H-pyrazolo[3,4-b]pyridin-5-yl]-1-methyl-1H-indole-5-carboxamide